(E,Z)-N-((7-fluoro-3-oxo-2,3-dihydro-1H-inden-4-yl)(methyl)-λ4-sulfanylidene)cyanamide FC=1C=CC(=C2C(CCC12)=O)\S(=N\C#N)\C